CC1=CC(SC1(C)C)=C(C#N)C#N 2-(4,5,5-Trimethyl-2(5H)-thiophenyliden)-propandinitril